3-(1-(3-Chloro-5-(trifluoromethyl)benzamido)ethyl)pyrazine-2-carboxylic acid ClC=1C=C(C(=O)NC(C)C=2C(=NC=CN2)C(=O)O)C=C(C1)C(F)(F)F